C(#N)C=1C=NN(C1)[C@@H]1[C@H](CC1)C=1NC(C2=C(N1)N(N=C2C#N)[C@H](C)C2CCOCC2)=O 6-((1S,2S)-2-(4-cyano-1H-pyrazol-1-yl)cyclobutyl)-4-oxo-1-((R)-1-(tetrahydro-2H-pyran-4-yl)ethyl)-4,5-dihydro-1H-pyrazolo[3,4-d]pyrimidine-3-carbonitrile